C1(CC1)C1=CC2=C(C(N(N=C2C(C)C)CC(=O)NC=2OC=CN2)=O)S1 2-(2-Cyclopropyl-4-isopropyl-7-oxothieno[2,3-d]pyridazin-6(7H)-yl)-N-(oxazol-2-yl)acetamide